CN(S(=O)(=O)C)C1=NC=CN=C1CNC1=NC(=NC=C1C(F)(F)F)NC1=CC=C(C=C1)CNC1=CC(=CC=C1)C1CNCCC1 N-methyl-N-(3-(((2-((4-(((3-(piperidine-3-yl)phenyl)amino)methyl)phenyl)amino)-5-(trifluoromethyl)pyrimidin-4-yl)amino)methyl)pyrazin-2-yl)methanesulfonamide